C(C)(C)C1=C(C=C(C=C1)N(CCC)CCC)N 4-isopropyl-N,N-dipropylbenzene-1,3-diamine